2-(4-tert-butylphenyl)-3-methanesulfinyl-4H,6H,7H,8H,9H-pyrido[1,2-a]pyrimidin-4-one C(C)(C)(C)C1=CC=C(C=C1)C=1N=C2N(C(C1S(=O)C)=O)CCCC2